FC=1C(=NC=C(C1)F)CNC(=O)C1=CN=C(S1)N1CC(C(CC1)=O)CC N-[(3,5-Difluoropyridin-2-yl)methyl]-2-(3-ethyl-4-oxopiperidin-1-yl)-1,3-thiazole-5-carboxamide